(3-(4-chlorophenyl)tetrahydrofuran-3-yl)methanol ClC1=CC=C(C=C1)C1(COCC1)CO